(1r,3r)-1,3-bis(bromomethyl)cyclobutene BrCC1=C[C@@H](C1)CBr